5-(3-(aminomethyl)phenyl)-N-(2,3-dihydro-1H-inden-2-yl)pyrimidin-2-amine NCC=1C=C(C=CC1)C=1C=NC(=NC1)NC1CC2=CC=CC=C2C1